2-bromo-5-iodoimidazo[2,1-b][1,3,4]thiadiazole BrC1=NN2C(S1)=NC=C2I